C(#N)C1=CC=C(C=C1)C=1OC(CC1C#N)(C(F)(F)F)O 2-(4-cyanophenyl)-5-hydroxy-5-(trifluoromethyl)-4,5-dihydrofuran-3-carbonitrile